OCCN1CCN(CC1)CCNC=C1C(CC(CC1=O)C1=CC=C2C=CNC2=C1)=O 2-(((2-(4-(2-hydroxyethyl)piperazin-1-yl)ethyl)amino)methylene)-5-(1H-indol-6-yl)cyclohexane-1,3-dione